6-[8-(1,3-benzothiazol-2-ylcarbamoyl)-3,4-dihydroisoquinolin-2(1H)-yl]-3'-methyl-2'-[methyl-(phenyl)amino]-3,4'-bipyridine-2-carboxylic acid S1C(=NC2=C1C=CC=C2)NC(=O)C=2C=CC=C1CCN(CC21)C2=CC=C(C(=N2)C(=O)O)C2=C(C(=NC=C2)N(C2=CC=CC=C2)C)C